O=C1NC(CCC1NC1=CC=C(C=C1)C1CCN(CC1)CC1=CC=C(C=C1)C=1C=C2C(=NC=NN2C1)C1=CC(=C(C=C1)CNC(C1=CC=C(C=C1)OC)=O)C)=O N-[[4-[6-[4-[[4-[4-[(2,6-dioxo-3-piperidyl)amino]phenyl]-1-piperidyl]methyl]phenyl]pyrrolo[2,1-f][1,2,4]triazin-4-yl]-2-methyl-phenyl]methyl]-4-methoxy-benzamide